laurylmethyl-β-alanine sodium salt [Na+].C(CCCCCCCCCCC)N(CCC(=O)[O-])C